spiro[benzo[f][1,4]oxazepine-3,1'-cyclopropane]-8-carboxamide C12(CC1)COC1=C(C=N2)C=CC(=C1)C(=O)N